C(C1=CC=CC=C1)OC1=C(C(=O)OCC2=CC=CC=C2)C=CC(=C1)N(C(=O)[C@@H]1N(CCCC1)S(=O)(=O)C1=C(C(=C(C(=C1F)F)F)F)F)CC1=CC=C(C=C1)C1CCCCC1 benzyl (R)-2-(benzyloxy)-4-(N-(4-cyclohexylbenzyl)-1-((pentafluorophenyl)sulfonyl)piperidine-2-carboxamido)benzoate